IC1=CC=NC=C1 4-iodanylpyridine